C1(=CC=CC=C1)OCCOC1=CC=C2C(C=C(OC2=C1)N1CCOCC1)=O 7-Phenyloxyethoxy-2-morpholin-4-yl-chromen-4-one